C1(CC1)C=1C=C(C=2N(C1)C=C(N2)C(C)NC2=CC(=NC(=N2)C)NC(=O)C2C(C2)C2=NC=CC(=N2)C)N2C(N(C(C2)=O)C)=O N-(6-((1-(6-cyclopropyl-8-(3-methyl-2,4-dioxoimidazolidin-1-yl)imidazo[1,2-a]pyridin-2-yl)ethyl)amino)-2-methylpyrimidin-4-yl)-2-(4-methylpyrimidin-2-yl)cyclopropane-1-carboxamide